N-(4-(5-bromo-4-chloro-3-cyano-6-(1,1,1-trifluoropropan-2-yl)pyridin-2-yl)benzyl)-5-Fluoro-2-methoxybenzamide BrC=1C(=C(C(=NC1C(C(F)(F)F)C)C1=CC=C(CNC(C2=C(C=CC(=C2)F)OC)=O)C=C1)C#N)Cl